3-(3-fluoro-4-(4-(hydroxymethyl)-2-methylpiperidin-1-yl)phenyl)piperidine-2,6-dione FC=1C=C(C=CC1N1C(CC(CC1)CO)C)C1C(NC(CC1)=O)=O